ethyl 2-[3-(trifluoromethanesulfonyloxy)cyclopent-2-en-1-yl]acetate FC(S(=O)(=O)OC1=CC(CC1)CC(=O)OCC)(F)F